(N-(cyclopropylmethyl)-4-fluorobenzamido)-2-fluorobenzoic acid C1(CC1)CN(C(C1=CC=C(C=C1)F)=O)C=1C(=C(C(=O)O)C=CC1)F